2,4,5-tri-tert-butyl-isothiazole C(C)(C)(C)N1SC(=C(C1)C(C)(C)C)C(C)(C)C